5-chloro-N-[(1S,2S,3S,5R)-2,6,6-trimethylnorborn-3-yl]-1H-pyrrolo[2,3-c]pyridine-2-carboxamide ClC=1C=C2C(=CN1)NC(=C2)C(=O)N[C@@H]2[C@H]([C@H]1C(CC2C1)(C)C)C